NC[C@]1([C@@H]2[C@H]3C[C@H](CC[C@@H]13)C2)CC(=O)O 2-((1S,2R,3R,6S,8S)-2-(aminomethyl)tricyclo[4.2.1.03,8]Non-2-yl)acetic acid